ClC1=C(C(=CC=C1)C1=NC2=C(N1)C=C(C(=C2)F)OC)C=2C(=CC(=CC2)C(NCCC(=O)OC)=O)C(=O)O (S)-2'-chloro-6'-(5-fluoro-6-methoxy-1H-1,3-benzodiazol-2-yl)-4-[(3-methoxy-3-oxopropyl)carbamoyl]-[1,1'-biphenyl]-2-carboxylic acid